FC=1C=CC(=C2C=C(NC12)C(=O)N1[C@@H]([C@H]2C([C@H]2C1)(C)C)C(=O)N[C@H](CO)C[C@H]1C(NCC1)=O)C(C)C (1R,2S,5S)-3-(7-fluoro-4-isopropyl-1H-indole-2-carbonyl)-N-((S)-1-hydroxy-3-((S)-2-oxopyrrolidin-3-yl)propan-2-yl)-6,6-dimethyl-3-azabicyclo[3.1.0]hexane-2-carboxamide